3-methylpyridinecarbonitrile CC=1C(=NC=CC1)C#N